C1(=CC=CC=C1)CCC1C(NC(NC1=O)=O)=O phenylethylbarbiturate